ferrous acetate trihydrate O.O.O.C(C)(=O)[O-].[Fe+2].C(C)(=O)[O-]